ClC=1C=C(C=CC1)C(C(OC(=O)N[C@@H](CC(C)C)C(=O)O)C1=CC=CC=C1)(C)C ((2-(3-chlorophenyl)-2-methyl-1-phenylpropoxy)carbonyl)-Z-leucine